Cl.O=C1N(CC2=CC(=CC=C12)N1CCNCC1)[C@@H]1C(NC(CC1)=O)=O (S)-3-(1-oxo-5-(piperazin-1-yl)isoindolin-2-yl)piperidine-2,6-dione hydrochloride